CSC1=NC=CC(=N1)C=1C(=C2C(=NC1)N(C=C2)COCC[Si](C)(C)C)N[C@H]2CN(CCC2)C(=O)OC(C)(C)C tert-butyl (R)-3-((5-(2-(methylthio)pyrimidin-4-yl)-1-((2-(trimethylsilyl)ethoxy)methyl)-1H-pyrrolo[2,3-b]pyridin-4-yl)amino)piperidine-1-carboxylate